(1S,3R)-2-(3-((tert-Butyldiphenylsilyl)oxy)-2,2-difluoropropyl)-1-(5-((1-(3-fluoropropyl)azetidin-3-yl)oxy)thiophen-2-yl)-3-methyl-2,3,4,9-tetrahydro-1H-pyrido[3,4-b]indole [Si](C1=CC=CC=C1)(C1=CC=CC=C1)(C(C)(C)C)OCC(CN1[C@@H](C=2NC3=CC=CC=C3C2C[C@H]1C)C=1SC(=CC1)OC1CN(C1)CCCF)(F)F